[O-2].[Ce+3].[O-2].[O-2].[Ce+3] cerium oxide